FC(C(CNNC(C1=CC=CC=C1)=O)C)(F)F N'-(3,3,3-trifluoro-2-methyl-propyl)benzoylhydrazine